N-trans-p-coumaroyl-tyramine C(\C=C\C1=CC=C(C=C1)O)(=O)NCCC1=CC=C(C=C1)O